5-(8,9-Dihydro-7H-cyclopenta[c][1,2,4]triazolo[1,5-a]pyridin-6-yl)-4-isopropyl-3-methyl-6H-thieno[2,3-b]pyrrole-6-carboxylic acid tert-butyl ester C(C)(C)(C)OC(=O)N1C2=C(C(=C1C=1C3=C(C=4N(C1)N=CN4)CCC3)C(C)C)C(=CS2)C